C(C1=CC=CC=C1)OC1=NC(=CC=C1NC=1C(=CC(=C(C1)F)Br)N)OCC1=CC=CC=C1 N1-(2,6-bis(benzyloxy)pyridin-3-yl)-4-bromo-5-fluorobenzene-1,2-diamine